The molecule is a spinosyn in which the sugar amino and hydroxy groups are globally methylated. One of the two active ingredients of spinosad. It has a role as a pediculicide. It is a spinosyn and a spinosyn insecticide. CC[C@H]1CCC[C@@H]([C@H](C(=O)C2=C[C@H]3[C@@H]4C[C@@H](C[C@H]4C=C[C@H]3[C@@H]2CC(=O)O1)O[C@H]5[C@@H]([C@@H]([C@H]([C@@H](O5)C)OC)OC)OC)C)O[C@H]6CC[C@@H]([C@H](O6)C)N(C)C